O=[N-] Ketoamid